C(CCC)N1C2=NC=NC(=C2N=C1CC1=CC=C(C=C1)OC)N 9-butyl-8-(4-methoxybenzyl)-9h-purin-6-amine